FC1=CC=C(C=C1)C1=NC=C(C(=N1)C=1OC=CN1)C#N 2-(4-fluorophenyl)-4-(oxazol-2-yl)pyrimidine-5-carbonitrile